C(#N)C1=CC=C2C=C(N3C(C(NC1=C32)=O)C3CC3)C(=O)OCC ethyl 7-cyano-11-cyclopropyl-10-oxo-1,9-diazatricyclo[6.3.1.04,12]dodeca-2,4,6,8(12)-tetraene-2-carboxylate